FC(OC1=CC=C(C=C1)C(C(=O)N)SC=1NC(=CC(N1)=O)CCC)F [4-(difluoromethoxy)phenyl]-2-[(4-oxo-6-propyl-1H-pyrimidin-2-yl)sulfanyl]-acetamide